2-fluoro-4-(methoxymethyloxy)-3,5-dimethylbenzaldehyde FC1=C(C=O)C=C(C(=C1C)OCOC)C